FC1=C(COC=2C=CC3=C(C(=C(O3)C)C(=O)NC3C(CNCC3)(F)F)C2)C(=CC=C1)F 5-((2,6-difluorobenzyl)oxy)-N-(3,3-difluoropiperidin-4-yl)-2-methylbenzofuran-3-carboxamide